2-((azetidin-3-ylmethyl)amino)-4-(3-(3,5-dimethylphenyl)-5H-pyrrolo[2,3-b]pyrazin-5-yl)benzoic acid N1CC(C1)CNC1=C(C(=O)O)C=CC(=C1)N1C=CC=2C1=NC(=CN2)C2=CC(=CC(=C2)C)C